1,2,4-trimethyl-3-(4-nitrophenoxy)benzene CC1=C(C(=C(C=C1)C)OC1=CC=C(C=C1)[N+](=O)[O-])C